1S-(Octanoyl)mercaptopropyltriethoxysilane C(CCCCCCC)(=O)SC(CC)[Si](OCC)(OCC)OCC